(Z)-3-((dimethylamino)methylene)-6-fluoroquinoline-2,4(1H,3H)-dione CN(C)\C=C\1/C(NC2=CC=C(C=C2C1=O)F)=O